4-(cyclopropoxy)-N-(2,6-dichlorophenyl)-2-[[1-[(1S,2S)-2-hydroxycyclobutyl]pyrazol-4-yl]amino]pyrimidine-5-carboxamide C1(CC1)OC1=NC(=NC=C1C(=O)NC1=C(C=CC=C1Cl)Cl)NC=1C=NN(C1)[C@@H]1[C@H](CC1)O